(3R)-N-(cyclobutylmethyl)-1-[6-[cyclopropyl-[4-(5-methoxy-3-pyridyl)triazol-1-yl]methyl]pyridazin-3-yl]piperidin-3-amine C1(CCC1)CN[C@H]1CN(CCC1)C=1N=NC(=CC1)C(N1N=NC(=C1)C=1C=NC=C(C1)OC)C1CC1